C(C)(C)(C)OC(=O)C=1C(=C(C=CC1COCCF)/C=C/C(=O)O)OC(=O)OC(C)(C)C (E)-3-(3-(tert-butoxycarbonyl)-2-((tert-butoxycarbonyl)oxy)-4-((2-fluoroethoxy)methyl)phenyl)acrylic acid